2,6-Dimethylnonacosane CC(C)CCCC(CCCCCCCCCCCCCCCCCCCCCCC)C